lithium (1+) hydrate hydroxide [OH-].O.[Li+]